[Ir].[Pt] Platinum-Iridium